ethyl 2-(2-((7-(3-(aminomethyl)-2-fluorophenyl)-3-fluorobenzofuran-5-yl)methoxy)phenyl)acetate NCC=1C(=C(C=CC1)C1=CC(=CC=2C(=COC21)F)COC2=C(C=CC=C2)CC(=O)OCC)F